2,4,6-tripropyl-1,3,5,2,4,6-trioxatriphosphinane-2,4,6-trioxide C(CC)P1(OP(OP(O1)(CCC)=O)(CCC)=O)=O